C(C)(C)(C)OC(=O)N[C@@H](CSCC1C2=CC=CC=C2C=2C=CC=CC12)C(=O)O t-butoxycarbonyl-S-(9-fluorenylmethyl)-L-cysteine